N-(azetidin-3-yl)-2-(5-(3-((5-cyano-4-(4-fluorophenyl)thiazol-2-yl)(methyl)amino)-2-ethylimidazo[1,2-a]pyridin-6-yl)pyrimidin-2-yl)acetamide N1CC(C1)NC(CC1=NC=C(C=N1)C=1C=CC=2N(C1)C(=C(N2)CC)N(C)C=2SC(=C(N2)C2=CC=C(C=C2)F)C#N)=O